C(C)(C)(C)OC(=O)N1CC(C1)OCC(=O)OC 3-(2-Methoxy-2-oxoethoxy)azetidine-1-carboxylic acid tert-butyl ester